N1(C=CC2=NC=CC=C21)C(=O)OC(C)(C)C 1H-pyrrolo[3,2-b]Pyridine-1-carboxylic acid, 1,1-dimethylethyl ester